(4R,5S,6R)-6-((R)-1-(3-Aminopropanamido)ethyl)-3-((3S,5S)-5-(dimethylcarbamoyl)pyrrolidin-3-ylthio)-4-methyl-7-oxo-1-azabicyclo[3.2.0]hept-2-ene-2-carboxylic acid NCCC(=O)N[C@H](C)[C@@H]1[C@H]2[C@H](C(=C(N2C1=O)C(=O)O)S[C@@H]1CN[C@@H](C1)C(N(C)C)=O)C